Diethyldithiocarbamat C(C)N(C([S-])=S)CC